N-(3,5-diisopropyl-1-methyl-1H-pyrazol-4-yl)-6-methyl-4-oxo-1-phenyl-1,4-dihydropyridazine-3-carboxamide C(C)(C)C1=NN(C(=C1NC(=O)C1=NN(C(=CC1=O)C)C1=CC=CC=C1)C(C)C)C